isobutyl-thiazolylresorcinol C(C(C)C)C1=C(C(=C(O)C=C1)C=1SC=CN1)O